OC(CCN1CCN(CC1)C1=CC=C(C=C1)OC)C=1C=C2CCN(C2=CC1)C(C)=O 1-(5-(1-hydroxy-3-(4-(4-methoxyphenyl)piperazin-1-yl)propyl)indolin-1-yl)ethane-1-one